C1(CC1)C(=O)NC1=NC=C(C(=O)NC([2H])([2H])[2H])C(=C1)NC1=C(C(=CC(=C1)F)C1=NC=CC=N1)OC 6-(cyclopropanecarboxamido)-4-((5-fluoro-2-methoxy-3-(pyrimidin-2-yl)phenyl)amino)-N-trideuteromethylnicotinamide